N-(3-chloro-2-hydroxypropyl)-N,N-dimethylhexadecan-1-aminium chloride [Cl-].ClCC(C[N+](CCCCCCCCCCCCCCCC)(C)C)O